C(C(C)OC([C@H](CCC(C=[N+]=[N-])=O)NC(COC(C([2H])([2H])[2H])([2H])[2H])=O)=O)([2H])([2H])[2H].FC1=CC=C(C=C1)C=1C=NC=CC1/C=C/C(=O)N1CC(C1)OC (E)-3-(3-(4-fluorophenyl)pyridin-4-yl)acryloyl-3-methoxyazetidine propan-2-yl-1,1,1-d3-(2S)-6-diazo-2-(2-(ethoxy-d5)acetamido)-5-oxohexanoate